1,1,1-trifluoro-2-isocyanoethane FC(C[N+]#[C-])(F)F